N-butyl-1-(4-(tributylsilyl)phenyl)-N-((4-(tributylsilyl)phenyl)(2-(trifluoromethoxy)phenyl)phosphaneyl)-1-(2-(trifluoromethoxy)phenyl)phosphanamine C(CCC)N(P(C1=C(C=CC=C1)OC(F)(F)F)C1=CC=C(C=C1)[Si](CCCC)(CCCC)CCCC)P(C1=C(C=CC=C1)OC(F)(F)F)C1=CC=C(C=C1)[Si](CCCC)(CCCC)CCCC